benzyl 3-acetyl-3-((tert-butoxycarbonyl)amino)piperidine-1-carboxylate C(C)(=O)C1(CN(CCC1)C(=O)OCC1=CC=CC=C1)NC(=O)OC(C)(C)C